CC1=CC=C(CN2C3N(C4N(C(N(C2C4=O)CC4=CC=C(C=C4)C)C3=O)CC3=CC=C(C=C3)C)CC3=CC=C(C=C3)C)C=C1 2,4,6,8-tetra(4-methylbenzyl)-2,4,6,8-tetraazaadamantane-9,10-dione